1-(4-carbamoyl-pyrimidin-2-yl)piperidine-4-carboxylic acid HCl salt Cl.C(N)(=O)C1=NC(=NC=C1)N1CCC(CC1)C(=O)O